FC1(OC2=C(N(C1=O)CC#C)C=CC(=C2)F)F 2,2,7-trifluoro-3-oxo-4-prop-2-ynyl-3,4-dihydro-2H-benzo[1,4]oxazin